C(C(=O)C)(=O)NC1=NC=2NCCNC2C(N1)=O pyruvoyl-tetrahydropterin